C1(=CC=C(C=C1)N1N=C(N=C1)C(F)(F)F)C 1-(p-tolyl)-3-(trifluoromethyl)-1,2,4-triazole